N[C@H]1[C@@H](COCC1)O (3s,4r)-4-amino-3-hydroxytetrahydropyran